FC1=CC=C(C=C1)C1(CCN(CC1)C1=NC=CC(=N1)C)O 4-(4-fluorophenyl)-1-(4-methylpyrimidin-2-yl)piperidin-4-ol